N-[2-chloro-5-(4,4,5,5-tetramethyl-1,3,2-dioxaborolan-2-yl)-3-pyridyl]-N-methylsulfonyl-methanesulfonamide ClC1=NC=C(C=C1N(S(=O)(=O)C)S(=O)(=O)C)B1OC(C(O1)(C)C)(C)C